ClC=1C=C(C=CC1F)C(C=1NC(=C(N1)S(=O)(=O)N)Cl)C1=CC(=C(C=C1)F)Cl 2-(bis(3-chloro-4-fluorophenyl)methyl)-5-chloro-1H-imidazole-4-sulfonamide